5-chloro-3-methyl-2-[4-(trifluoromethoxy)phenyl]Pyrazine ClC=1N=C(C(=NC1)C1=CC=C(C=C1)OC(F)(F)F)C